3-[5-[(1-hydroxycyclopropyl)methoxy]-6-methylpyrazin-2-yl]-1H-indole-7-carbonitrile OC1(CC1)COC=1N=CC(=NC1C)C1=CNC2=C(C=CC=C12)C#N